[N+](=O)([O-])C1=CC(=C(C=C1)O)C=NC1=CC=CC=C1 4-nitro-2-[(phenylimino)methyl]phenol